1,1,4,7,7-diethylenetriaminepentaacetic acid C(CN(CC(=O)O)CC(=O)O)N(CCN(CC(=O)O)CC(=O)O)CC(=O)O